[6-({4-[6-(m-cyanophenyl)-2-{[(5-oxo-2-pyrrolidinyl)methyl]amino}-4-pyrimidinyl]-1H-1,2,3-triazol-1-yl}methyl)-2-pyridinyl]-3-methylbutanoic acid C(#N)C=1C=C(C=CC1)C1=CC(=NC(=N1)NCC1NC(CC1)=O)C=1N=NN(C1)CC1=CC=CC(=N1)C(C(=O)O)C(C)C